tert-Butyl 7-((5-((2-fluoro-3-methoxy-6-(4-methyl-1H-1,2,3-triazol-1-yl)benzyl)carbamoyl)pyridin-3-yl)methyl)-3,4-dihydroisoquinoline-2(1H)-carboxylate FC1=C(CNC(=O)C=2C=C(C=NC2)CC2=CC=C3CCN(CC3=C2)C(=O)OC(C)(C)C)C(=CC=C1OC)N1N=NC(=C1)C